(S)-N-(4,4-difluoro-8-(5,6,7,8-tetrahydro-1,8-naphthyridin-2-yl)octanylidene)-2-methylpropan-2-sulfinamide FC(CCC=N[S@@](=O)C(C)(C)C)(CCCCC1=NC=2NCCCC2C=C1)F